N1C=C(C2=CC=CC=C12)CCNC=1C2=C(N=C(N1)C=1C=NC=NC1)SC=N2 N-(2-(1H-indol-3-yl)ethyl)-5-(pyrimidin-5-yl)thiazolo[5,4-d]pyrimidin-7-amine